1-(2-((tert-butyldimethylsilyl)oxy)-2-methylpropyl)-2-(ethoxymethyl)-5-(p-tolyl)-1H-imidazole [Si](C)(C)(C(C)(C)C)OC(CN1C(=NC=C1C1=CC=C(C=C1)C)COCC)(C)C